COCOC=1C(=CC2=CN(N=C2C1C)C)C1=CC=C2C=C(C=NC2=N1)N1CCN(CC1)C(=O)OC(C)(C)C tert-butyl 4-{7-[6-(methoxymethoxy)-2,7-dimethylindazol-5-yl]-1,8-naphthyridin-3-yl}piperazine-1-carboxylate